(3-chlorophenyl)-2-(10-(pyridin-2-yl)-6-oxaspiro[4.6]undecan-10-yl)ethylamine hydrochloride Cl.ClC=1C=C(C=CC1)NCCC1(CCCOC2(CCCC2)C1)C1=NC=CC=C1